4-(3-(4-(1H-[1,2,3]triazolo[4,5-b]pyridin-5-yl)piperazine-1-carbonyl)-benzyl)phthalazin-1(2H)-one N1N=NC2=NC(=CC=C21)N2CCN(CC2)C(=O)C=2C=C(CC1=NNC(C3=CC=CC=C13)=O)C=CC2